[4-(3-Bromophenyl)sulfonylmorpholin-2-yl]benzothiophen-2-carboxamid BrC=1C=C(C=CC1)S(=O)(=O)N1CC(OCC1)C1=C(SC2=C1C=CC=C2)C(=O)N